NC1CN(C1)C=1C=CC=2N=CN=C(C2N1)NC(C)C1=C(C(=CC=C1)Cl)F 6-(3-aminoazetidin-1-yl)-N-[1-(3-chloro-2-fluoro-phenyl)ethyl]pyrido[3,2-d]pyrimidin-4-amine